OC=1C=CC(=C2C(=CC=NC12)C=CC(=O)O)[N+](=O)[O-] 3-(8-Hydroxy-5-nitroquinolin-4-yl)-acrylic acid